sulfonyl-2-(benzylamino)-6-tert-butyl-pyridine-3-carboxamide S(=O)(=O)=NC(=O)C=1C(=NC(=CC1)C(C)(C)C)NCC1=CC=CC=C1